C1(C(CCCC1)C(=O)[O-])C(=O)OCCCCCCC(C)C isononyl 1,2-cyclohexanedicarboxylate